[6-(3-Ethoxy-4-methylaminomethyl-phenyl)-pyrimidin-4-yl]-[2-(7-fluoro-4-methoxy-2-methyl-indol-1-yl)-ethyl]-amine C(C)OC=1C=C(C=CC1CNC)C1=CC(=NC=N1)NCCN1C(=CC2=C(C=CC(=C12)F)OC)C